C(C)(C)OC(OC(C)C)[SiH2]C1=CC(=CC=C1)C=C diisopropoxymethyl-(3-vinylphenyl)silane